FC1=C(C(=C(C(=C1F)F)F)F)CCCCCCCCCCCCCCCCCCCCCCCCCCCCCCCN 2,3,4,5,6-pentafluorobenzenehentriacontanamine